(S)-1-(3-((6-chloro-3-nitropyridin-2-yl)amino)pyrrolidin-1-yl)ethan-1-one ClC1=CC=C(C(=N1)N[C@@H]1CN(CC1)C(C)=O)[N+](=O)[O-]